6-(2-((4-Fluoro-3-(4-isopropylpiperazin-1-yl)phenyl)amino)pyrimidin-4-yl)-4,4-dimethyl-3,4-Dihydroisoquinolin FC1=C(C=C(C=C1)NC1=NC=CC(=N1)C=1C=C2C(CN=CC2=CC1)(C)C)N1CCN(CC1)C(C)C